C(CC=C)N(S(=O)(=O)C1=CC=C(C=C1)C)C1=C(C=CC(=C1)Cl)C(=C)C1=CC=CC=C1 N-(but-3-en-1-yl)-N-(5-chloro-2-(1-phenylvinyl)phenyl)-4-methylbenzenesulfonamide